(E)-4-Azidobut-2-en-1-yl-2-diazo-2-(4-methoxyphenyl)acetate N(=[N+]=[N-])C/C=C/COC(C(C1=CC=C(C=C1)OC)=[N+]=[N-])=O